N-(8-fluoro-2-methyl-imidazo[1,2-a]pyridin-6-yl)-2-methyl-4-[4-(methylamino)-2-azabicyclo[2.1.1]hexan-2-yl]-indazole-7-carboxamide FC=1C=2N(C=C(C1)NC(=O)C1=CC=C(C3=CN(N=C13)C)N1C3CC(C1)(C3)NC)C=C(N2)C